FC1(CCN(CC1)C1=CC=CC=C1)CN1[C@@H]([C@H]([C@@H]([C@H](C1)O)O)O)CO (2R,3R,4R,5S)-1-((4-fluoro-1-phenylpiperidin-4-yl)methyl)-2-(hydroxymethyl)piperidine-3,4,5-triol